methyl 5-amino-2-(3-(4-(tert-butoxycarbonyl)piperazin-1-yl)bicyclo[1.1.1]pentan-1-yl)-2H-indazole-6-carboxylate NC1=CC2=CN(N=C2C=C1C(=O)OC)C12CC(C1)(C2)N2CCN(CC2)C(=O)OC(C)(C)C